C(C)(C)(C)OC(N(CC1=C(C=C(C=C1)C1=NC=CC=C1)F)C1=CC(=NC=2N1N=CC2C2CC2)N)=O (5-amino-3-cyclopropylpyrazolo[1,5-a]pyrimidin-7-yl)(2-fluoro-4-(pyridin-2-yl)benzyl)carbamic acid tert-butyl ester